C(C)N(C1=NC(=NC=C1)O[C@@H]1CN(CC1)CC(=O)NC=1C=CC=C2C(=CNC12)C1=NC(=NC=C1C)NC1=NN(C(=C1)C)C)CC (S)-2-(3-((4-(diethylamino)pyrimidin-2-yl)oxy)pyrrolidin-1-yl)-N-(3-(2-((1,5-dimethyl-1H-pyrazol-3-yl)amino)-5-methylpyrimidin-4-yl)-1H-indol-7-yl)acetamide